FC1=C(C(=CC=2NC(=NC21)OC=2C=CC(=C(C(=O)O)C2)C)F)C2=CC=C(C=C2)C2=CC=C(C=C2)C2=NN(C=C2)CCOC 5-((4,6-difluoro-5-(4'-(1-(2-methoxyethyl)-1H-pyrazol-3-yl)-[1,1'-biphenyl]-4-yl)-1H-benzo[d]imidazol-2-yl)oxy)-2-methylbenzoic acid